ClC=1C=C(C=CC1C(F)(F)F)NC(=O)NC1=CC(=CC=C1)C(=O)C=1C=C2N=C(C=NC2=CC1)N1CCOCC1 1-(3-chloro-4-(trifluoromethyl)phenyl)-3-(3-(3-morpholinoquinoxaline-6-carbonyl)phenyl)urea